1-benzyl-3-carbamoyl-1-(2-((2,6-dimethylphenyl)amino)-2-oxoethyl)piperidin-1-ium bromide [Br-].C(C1=CC=CC=C1)[N+]1(CC(CCC1)C(N)=O)CC(=O)NC1=C(C=CC=C1C)C